4-[4-(1H-pyrrolo[2,3-b]pyridin-4-yl)-1H-pyrazol-1-yl]butanenitrile N1C=CC=2C1=NC=CC2C=2C=NN(C2)CCCC#N